Cis-2-[4-[4-(4-chlorophenyl)-5-(triazol-2-ylmethyl)-1,2,4-triazol-3-yl]cyclohexyl]oxy-pyridine ClC1=CC=C(C=C1)N1C(=NN=C1CN1N=CC=N1)[C@H]1CC[C@H](CC1)OC1=NC=CC=C1